3-(7-cyano-1H-indol-3-yl)propanoic acid C(#N)C=1C=CC=C2C(=CNC12)CCC(=O)O